[3-(methacryloylamino)propyl]dimethyl(3-sulfopropyl)ammonium C(C(=C)C)(=O)NCCC[N+](CCCS(=O)(=O)O)(C)C